CC1(C2CC(C(C1C)C2)C2CC(CCC2)O)C 3-[5,5,6-trimethylbicyclo-[2.2.1]hept-2-yl]cyclohexan-1-ol